(2R)-1-((2-amino-7-(1-(tetrahydro-2H-pyran-2-yl)-1H-pyrazol-5-yl)quinolin-4-yl)oxy)-3-morpholinopropan-2-ol NC1=NC2=CC(=CC=C2C(=C1)OC[C@@H](CN1CCOCC1)O)C1=CC=NN1C1OCCCC1